C(C)(=O)C1=CC=C(CBr)C=C1 p-acetyl-benzyl bromide